tert-butyl (E)-6-(4-methoxy-4-carbonylbut-2-en-1-yl)-2,6-diazaspiro[3.3]heptane-2-carboxylate COC(/C=C/CN1CC2(CN(C2)C(=O)OC(C)(C)C)C1)=C=O